24-[(R)-hydroxy(2-methoxyphenyl)methyl]-5α-cholan-3β,4β-diol O[C@H](CCC[C@@H](C)[C@H]1CC[C@H]2[C@@H]3CC[C@H]4[C@H]([C@H](CC[C@]4(C)[C@H]3CC[C@]12C)O)O)C1=C(C=CC=C1)OC